N1(CCCCCC1)CC(=O)NC=1C=C(C(=NC1)C)NC(=O)C=1N=NN2C1C=CC(=C2)C2=C1N(N=C2)CCC1 N-[5-[[2-(azepan-1-yl)acetyl]amino]-2-methyl-3-pyridyl]-6-(5,6-dihydro-4H-pyrrolo[1,2-b]pyrazol-3-yl)triazolo[1,5-a]pyridine-3-carboxamide